(3R)-3-(3-bromo-phenyl)-2-(tert-butoxy-carbonylamino)butanoic acid BrC=1C=C(C=CC1)[C@H](C(C(=O)O)NC(=O)OC(C)(C)C)C